COC1=CC=C2C=C(N(C2=C1)CCOC)C=O 6-methoxy-1-(2-methoxyethyl)-1H-indole-2-carbaldehyde